1,5-bis(prop-2-yn-1-yloxy)pentane C(C#C)OCCCCCOCC#C